4,4-dimethyl-7-(3-methylbicyclo[1.1.1]pentan-1-yl)-7-oxoheptanenitrile CC(CCC#N)(CCC(=O)C12CC(C1)(C2)C)C